6-methyl-N-[(pyrimidin-4-yl)methyl]-9-[4-(trifluoro-methoxy)phenyl]-9H-carbazole-3-carboxamide CC=1C=C2C=3C=C(C=CC3N(C2=CC1)C1=CC=C(C=C1)OC(F)(F)F)C(=O)NCC1=NC=NC=C1